CN(CCN1C2=C(C3=CC=C(C=C13)O)C=CN=C2C)C 9-(2-(dimethylamino)ethyl)-1-methyl-9H-pyrido[3,4-b]indol-7-ol